(R)-5-(2-fluorophenyl)-N-((S)-5-methyl-4-oxo-2,3,4,5-tetrahydrobenzo[b][1,4]oxazepin-3-yl)-6,7-dihydro-5H-pyrrolo[1,2-b][1,2,4]triazole-2-carboxamide FC1=C(C=CC=C1)[C@H]1CCC=2N1N=C(N2)C(=O)N[C@@H]2C(N(C1=C(OC2)C=CC=C1)C)=O